1-(4-(4-((5-amino-7-(butylamino)-1H-pyrazolo[4,3-d]pyrimidin-1-yl)methyl)-2-fluoro-5-methoxyphenyl)piperazin-1-yl)-2-chloroethan-1-one NC=1N=C(C2=C(N1)C=NN2CC2=CC(=C(C=C2OC)N2CCN(CC2)C(CCl)=O)F)NCCCC